S1SC(CC1)CCCCCC=O 1,2-dithiolane-3-hexanal